ethylboranediol C(C)B(O)O